C(C#C)OC[C@H](N)C(=O)O O-propargyl-L-serine